N-(3-(Oxazol-5-yl)-1-(tetrahydro-2H-pyran-2-yl)-1H-pyrazolo[3,4-c]pyridin-5-yl)-1,1-diphenylmethanimine O1C=NC=C1C1=NN(C2=CN=C(C=C21)N=C(C2=CC=CC=C2)C2=CC=CC=C2)C2OCCCC2